5-amino-3-(4-bromophenyl)-1-(3-pyridyl)pyrazole-4-carbonitrile NC1=C(C(=NN1C=1C=NC=CC1)C1=CC=C(C=C1)Br)C#N